C(C)C(CP(OCC(CCCC)CC)([O-])=O)CCCC.[Nd+3].C(C)C(COP([O-])(=O)CC(CCCC)CC)CCCC.C(C)C(COP([O-])(=O)CC(CCCC)CC)CCCC neodymium mono-2-ethylhexyl (2-ethylhexyl)phosphonate